O1C=2C(=CC=C1)C=CC2 cyclopenta[1,2-b]pyran